[Co].BrC1=CC=C(C=C1)C=1C2=CC=C(N2)C(=C2C=CC(C(=C3C=CC(=C(C=4C=CC1N4)C4=CC=C(C=C4)Br)N3)C3=CC=C(C=C3)Br)=N2)C2=CC=C(C=C2)Br 5,10,15,20-tetrakis(4-bromophenyl)porphyrin cobalt